C(C)(C)(C)C1=NC(=NO1)C(=O)NCC1=C(C=C(C=C1)C1=NC=NN2C1=CC(=C2)C2=NC=CC(=C2)CN2CCC(CC2)C2=CC=C(C=C2)C2C(NC(CC2)=O)=O)C 5-(tert-butyl)-N-(4-(6-(4-((4-(4-(2,6-dioxopiperidin-3-yl)phenyl)piperidin-1-yl)methyl)pyridin-2-yl)pyrrolo[2,1-f][1,2,4]triazin-4-yl)-2-methylbenzyl)-1,2,4-oxadiazole-3-carboxamide